dimethyl-5-bromomethyl-2,4,6-trimethyl-1,3-benzenedicarboxylic acid CC(C=1C(=C(C(=C(C1C)C(=O)O)C)C(=O)O)C)(Br)C